1,8-diazabicyclo(5.3.0)decene N12C=CCCCC2NCC1